Cl.N1[C@H](COCC1)C(=O)O (R)-morpholine-3-carboxylic acid hydrochloride